O1CC[C@@H](C2=CC=CC=C12)NC(=O)C1=CC2=C(N=C(S2)C=2C=NN(C2C)C)C=C1 (S)-N-(chroman-4-yl)-2-(1,5-dimethyl-1H-pyrazol-4-yl)benzo[d]Thiazole-6-Formamide